4-(7-octenyl)-2,6-diisopropylphenol C(CCCCCC=C)C1=CC(=C(C(=C1)C(C)C)O)C(C)C